C(C)OC1=CC2=CC[C@H]3[C@@H]4CCC[C@@]4(C)CC[C@@H]3[C@]2(CC1)C 3-ethoxy-androsta-3,5-diene